NC1=CC2=C(NC(C(O2)C)=O)C(=C1C(=O)C1=C(C=CC(=C1)F)Cl)Br 7-amino-5-bromo-6-[(2-chloro-5-fluorophenyl)carbonyl]-2-methyl-3,4-dihydro-2H-benzo[1,4]oxazin-3-one